COC(=O)C=1C=C(C=C2C1CC(O2)O)C(=O)OC.OC2=C(C=C(C=C2)C2(CCC(CC2)C2=CC=C(C=C2)O)C2=CC(=C(C=C2)O)C)C 1,1-Bis(4-hydroxy-3-methylphenyl)-4-(4-hydroxyphenyl)cyclohexane Dimethyl-2-hydroxy-2,3-dihydrobenzofuran-4,6-dicarboxylate